C(C=C)N1N(C2=NC(=NC=C2C1=O)NC1=CC2=C(N=C(O2)C)C=C1)C1=NC(=CC=C1)OC1CCN(CC1)C 2-allyl-6-(2-methyl-1,3-benzoxazol-6-ylamino)-1-[6-(1-methyl-4-piperidyloxy)-2-pyridyl]-1,2-dihydro-3H-1,2,5,7-tetraazainden-3-one